C(=O)=N[C@@H](CC1=CC=CC=C1)C(=O)O carbonyl-L-Phenylalanin